Cl.CC1NC(CC1)C 2,5-dimethylpyrrolidine hydrochloride